methylbutyl-calcium phosphate P(=O)(O)(O)O.C[Ca]CCCC